(2-cyclopropoxy-4-fluorophenyl){6-[3-(o-fluorophenyl)-5-methoxy-1-pyrazolyl]-2-aza-2-spiro[3.3]heptyl}methanone C1(CC1)OC1=C(C=CC(=C1)F)C(=O)N1CC2(C1)CC(C2)N2N=C(C=C2OC)C2=C(C=CC=C2)F